C(=C)CC1=C(C(=O)O)C=CC=C1.C(=C)COC(C1=CC=CC=C1)=O vinylmethylbenzoate (vinyl methyl benzoate)